3-chloro-3-cyclopentene-1,1-dicarboxylic acid ethyl ester C(C)OC(=O)C1(CC(=CC1)Cl)C(=O)O